Cl.C(#N)C1=CC=C(OCCNC2(CCOCC2)C(=O)N[C@@H](C)C2=CC=C(C(=O)O)C=C2)C=C1 4-[(1S)-1-[[4-[2-(4-Cyanophenoxy)ethylamino]tetrahydropyran-4-carbonyl]amino]ethyl]benzoic acid, hydrochloride